C1N(CCCC12CCNCC2)C(=O)OC(C)(C)C tert-butyl 2,9-diazaspiro[5.5]undecane-2-carboxylate